(3R)-3-amino-7-[5-(1-amino-4,4-difluoro-cyclohexyl)-1,3,4-oxadiazol-2-yl]-1,1-dioxo-5-[[4-[5-(trifluoromethoxy)-2-pyridinyl]phenyl]methyl]-2,3-dihydro-1λ6,5-benzothiazepine-4-One N[C@H]1CS(C2=C(N(C1=O)CC1=CC=C(C=C1)C1=NC=C(C=C1)OC(F)(F)F)C=C(C=C2)C=2OC(=NN2)C2(CCC(CC2)(F)F)N)(=O)=O